3-amino-5-cyano-4-hydroxybenzoic acid methyl ester COC(C1=CC(=C(C(=C1)C#N)O)N)=O